FC1=CC=C(C=C1)C#CC1=CC=C(C(=O)NCC2(CCC2)O)C=C1 4-((4-fluorophenyl)ethynyl)-N-((1-hydroxycyclobutyl)methyl)benzamide